(S)-N-(5-(azetidin-3-yloxy)pyridin-2-yl)-2-(((S)-2-(4-cyanophenyl)propyl)amino)-2-phenylacetamide N1CC(C1)OC=1C=CC(=NC1)NC([C@H](C1=CC=CC=C1)NC[C@@H](C)C1=CC=C(C=C1)C#N)=O